C(C1=CC=CC=C1)(=O)N1CCC(CC1)CCCCNC(NCC1=CC=C(C(=O)N)C=C1)=O 4-((3-(4-(1-benzoylpiperidin-4-yl)butyl)ureido)methyl)benzamide